FC(C(O)C=1NC(=CN1)CC1=CC(=NC=C1)F)(F)F 2,2,2-Trifluoro-1-(5-((2-fluoropyridin-4-yl)methyl)-1H-imidazol-2-yl)ethan-1-ol